(2S)-N-{[4-(3,4-dichlorobenzyl)morpholin-2-yl]methyl}[4-(5-methyl-1,2,4-oxadiazol-3-yl)thiazol-2-ylthio]acetamide hydrochloride Cl.ClC=1C=C(CN2C[C@@H](OCC2)CNC(CSC=2SC=C(N2)C2=NOC(=N2)C)=O)C=CC1Cl